2-{[(tert-butoxy)carbonyl]amino}-2-[3-(trifluoromethyl)-phenyl]propyl 2,2-dimethylpropanoate CC(C(=O)OCC(C)(C1=CC(=CC=C1)C(F)(F)F)NC(=O)OC(C)(C)C)(C)C